2-(2-NAPHTHALENYL)-Benzenamine C1=C(C=CC2=CC=CC=C12)C1=C(C=CC=C1)N